5-fluoro-N-(3-(3-(p-tolyl)ureido)phenyl)-1H-indazole-3-carboxamide FC=1C=C2C(=NNC2=CC1)C(=O)NC1=CC(=CC=C1)NC(=O)NC1=CC=C(C=C1)C